CN(C(OC1=CC=C2C(=C(C(OC2=C1)=O)CC1=C(C(=CC=C1)CCl)F)CN(C)C)=O)C 3-(3-(chloromethyl)-2-fluorobenzyl)-4-((dimethylamino)methyl)-2-oxo-2H-chromen-7-yl dimethylcarbamate